N-(1-(6-(2,4-dioxo-1,2,3,4-tetrahydropyrimidin-5-yl)imidazo[1,2-b]pyridazin-8-yl)-4,4-difluoropyrrolidin-3-yl)acetamide O=C1NC=C(C(N1)=O)C=1C=C(C=2N(N1)C=CN2)N2CC(C(C2)(F)F)NC(C)=O